5-chloro-2-methoxy-N-(4-(N-methylsulfamoyl)phenethyl)benzamide ClC=1C=CC(=C(C(=O)NCCC2=CC=C(C=C2)S(NC)(=O)=O)C1)OC